methacryloxyethyl-dimethylbenzene 3,3,5-trimethylcyclohexylsalicylate CC1(CC(CC(C1)C)OC=1C(C(=O)O)=CC=CC1)C.C(C(=C)C)(=O)OCCC=1C(=C(C=CC1)C)C